3-(4-bromo-1H-pyrazol-1-yl)-N-methoxy-N-methylbicyclo[1.1.1]pentane-1-carboxamide BrC=1C=NN(C1)C12CC(C1)(C2)C(=O)N(C)OC